N=1OC(=C2COCC[N+]21)[O-] 6,7-dihydro-4H-[1,2,3]oxadiazolo[4,3-c][1,4]oxazin-8-ium-3-olate